Cl.NC[C@H](CC(=O)OCCC)CC(C)C propyl (3S)-3-(aminomethyl)-5-methylhexanoate hydrochloride